ClC\C=C/C1=C(C=CC=C1)F Z-1-chloro-3-(2-fluorophenyl)-2-propene